C1=NC2=C(N1[C@H]3[C@@H]([C@@H]([C@H](O3)CO)O)OP(=O)([O-])[O-])N=C(NC2=O)N The molecule is an organophosphate oxoanion obtained by deprotonation of the phosphate OH groups of guanosine 2'-monophosphate. It is a conjugate base of a guanosine 2'-monophosphate.